[Cl-].[Cl-].ClC1=C(C(=C(C=C1)P(C1=CC=CC=C1)C1=CC=CC=C1)C1=C(C=C(C=C1)C)C(C)C)Cl.[Ru+2] ruthenium dichloro(p-methylisopropylphenyl)triphenylphosphine dichloride